2-amino-6-methoxybenzo[d]thiazole-4-carbonitrile NC=1SC=2C(N1)=C(C=C(C2)OC)C#N